ClC=1C(=C(C=CC1)C(N1[C@@H](C[C@@](CC1)(C(=O)O)CC1=NC(=CC=C1F)NC1=NNC(=C1)C)C)(F)F)F (2R,4R)-1-((3-chloro-2-fluoro-phenyl)difluoromethyl)-4-((3-fluoro-6-((5-methyl-1H-pyrazol-3-yl)-amino)pyridin-2-yl)methyl)-2-methylpiperidine-4-carboxylic acid